C(C=C)(=O)[O-].[Ti+4].C(C=C)(=O)[O-].C(C=C)(=O)[O-].C(C=C)(=O)[O-] titanium acrylate salt